NC1=C(C(=O)NCCNC(OC(C)(C)C)=O)C=C(C=N1)Br tert-butyl (2-(2-amino-5-bromonicotinamido)ethyl)carbamate